CC(C)C1=NC=2N(C(=C1)NCC(C1=NC=CC=C1)N1CCOCC1)N=CC2 5-(1-methylethyl)-N-[2-(4-morpholinyl)-2-(2-pyridinyl)ethyl]pyrazolo[1,5-a]pyrimidin-7-amine